O=C1NC(CCC1N1C(C2=C3C(C(=CC=C13)CCCNCC(=O)O)=CC=C2)=O)=O (3-(1-(2,6-dioxopiperidin-3-yl)-2-oxo-1,2-dihydrobenzo[cd]indol-6-yl)propyl)glycine